[N+](=O)([O-])C1=CC=C(OCC=2N=NN(C2)C2=C(C(=O)N)C=CC=C2)C=C1 2-[4-[(4-Nitrophenoxy)methyl]-1H-1,2,3-triazol-1-yl]benzamide